4-nitrophenyl 4-(4-(8-chloro-7-((2-methyl-1-((2-(trimethylsilyl)ethoxy)methyl)-1H-benzo[d]imidazol-6-yl)oxy)quinoxalin-2-yl)-1H-pyrazol-1-yl)piperidine-1-carboxylate ClC=1C(=CC=C2N=CC(=NC12)C=1C=NN(C1)C1CCN(CC1)C(=O)OC1=CC=C(C=C1)[N+](=O)[O-])OC=1C=CC2=C(N(C(=N2)C)COCC[Si](C)(C)C)C1